amino-6-chloro-5-(4-fluorophenyl)pyrazine-2-carbonitrile NC=1C(=NC(=C(N1)C1=CC=C(C=C1)F)Cl)C#N